CN1N=C2C=CC=C(C2=C1)C1=NN(C2=C(C=CC=C12)C)C=1C=CC(=NC1)N1[C@H]2C[C@@H]([C@@H](C1)CC2)C(=O)O (1R,4S,5S)-2-(5-{2',7-dimethyl-1H,2'H-[3,4'-biindazol]-1-yl}pyridin-2-yl)-2-azabicyclo[2.2.2]octane-5-carboxylic acid